C(C)SCCSCC1=NC(=CC=C1)C1=NC(=CC=C1)CSCCSCC 2-(2-ethylsulfanylethylthiomethyl)-6-[6-(2-ethylsulfanylethylthiomethyl)-2-pyridyl]pyridine